CC(C)(C)S(=O)/N=C(\C)/C1=NC(=CC=C1)C(F)(F)F 2-methyl-N-[(1E)-1-[6-(trifluoromethyl)pyridin-2-yl]ethylidene]propane-2-sulfinamide